2-(1-phenyl-vinyl)-4-chloroaniline C1(=CC=CC=C1)C(=C)C1=C(N)C=CC(=C1)Cl